decyl-1-tetradecanol C(CCCCCCCCC)C(CCCCCCCCCCCCC)O